5-{3-fluoro-4-[(4-methylpyrimidin-2-yl)oxy]phenyl}-6-(3-nitrophenyl)-7,8-dihydro-6H-imidazo[2',3':5,1]pyrrolo[2,3-d]pyrimidin-4-amine FC=1C=C(C=CC1OC1=NC=CC(=N1)C)C1=C2N(C=3N=CN=C(C31)N)CCN2C2=CC(=CC=C2)[N+](=O)[O-]